10-deazatetrahydrofolic acid (8,10-dideazatetrahydrofolate) C(CC[C@@H](C(=O)O)NC(=O)C1=CC=C(CCC2CCC=3N=C(N)NC(=O)C3N2)C=C1)(=O)O.C(CC[C@@H](C(=O)O)NC(=O)C1=CC=C(CCC2CNC=3N=C(N)NC(=O)C3N2)C=C1)(=O)O